C(C)OC(=O)C=1N=C(SC1N1CCC(CC1)OCC1=CC=CC=C1)NC 5-[4-(benzyloxy)piperidin-1-yl]-2-(methylamino)-1,3-thiazole-4-carboxylic acid ethyl ester